ClCCC\C=C/CCCCCC(OCCCCC)OCCCCC (7Z)-11-chloro-1,1-dipentyloxy-7-undecene